C(C)(C)(C)OC(=O)NC(C[B-](F)(F)F)CC1CC1 (2-((tert-butoxycarbonyl)amino)-3-cyclopropylpropyl)trifluoroborate